NC(CC(=O)O)CC=CC 3-amino-5-heptenoic acid